ClC=1C=C2C=C(C(NC2=CC1OC)=O)[C@H](C)NC1=CC=C(N(C1=O)C)C#N 5-{[(1S)-1-(6-chloro-7-methoxy-2-oxo-1,2-dihydroquinolin-3-yl)ethyl]amino}-1-methyl-6-oxo-1,6-dihydropyridine-2-carbonitrile